C(C)(=O)C1=C(C=2C(=NC=C(C2)Br)O1)N(C=1SC(=C(N1)C1=CC=C(C=C1)F)C#N)C 2-((2-acetyl-5-bromofuro[2,3-b]pyridin-3-yl)(methyl)amino)-4-(4-fluorophenyl)thiazole-5-carbonitrile